3-(3,4-dimethoxyphenyl)-N-[(4-methoxyphenyl)methyl]-2,5-dimethylpyrazolo[1,5-a]pyrimidin-7-amine COC=1C=C(C=CC1OC)C=1C(=NN2C1N=C(C=C2NCC2=CC=C(C=C2)OC)C)C